ClC1=C(C(=O)NC=2OC(=NN2)C)C=CC(=C1[S@](=O)C)C(F)(F)F |r| 2-Chloro-N-(5-methyl-1,3,4-oxadiazol-2-yl)-3-[(rac)-methylsulfinyl]-4-(trifluoromethyl)benzamid